bis(4-methylthiophenyl)amine CSC1=CC=C(C=C1)NC1=CC=C(C=C1)SC